ClC=1N=C(C2=C(N1)CN(CC2)C(=O)OC(C)(C)C)N2C(CN(C(C2)CC#N)CC2=CC=C(C=C2)OC)CC(=O)OC tert-butyl 2-chloro-4-(5-(cyanomethyl)-2-(2-methoxy-2-oxoethyl)-4-(4-methoxybenzyl) piperazin-1-yl)-5,6-dihydropyrido[3,4-d]pyrimidine-7(8H)-carboxylate